(S)-N-(4-(4-(2-methoxyethyl)-3-methylpiperazin-1-yl)phenyl)-4-((8-methyl-2,3-dihydro-1H-pyrido[2,3-b][1,4]oxazin-7-yl)amino)-2-oxo-1,2-dihydropyridine-3-carboxamide COCCN1[C@H](CN(CC1)C1=CC=C(C=C1)NC(=O)C=1C(NC=CC1NC1=C(C2=C(OCCN2)N=C1)C)=O)C